C1(=CC=CC=C1)CCSS(=O)(=O)C(C(=O)O)CC(=O)O 2-[(2-phenylethylthio)sulfonyl]succinic acid